C1(=CC=CC=C1)C1NC2=CC=C(C=C2CC1)CC(=O)N 2-(2-phenyl-1,2,3,4-tetrahydroquinolin-6-yl)acetamide